5-Chloro-2-(1-methyl-1H-pyrazol-4-yl)[1,2,4]triazolo[1,5-c]quinazoline ClC1=NC=2C=CC=CC2C=2N1N=C(N2)C=2C=NN(C2)C